N-methyl-N-(2-((4-morpholino-6-(3-(m-tolyl)-1H-pyrazol-1-yl)pyrimidin-2-yl)oxy)ethyl)aniline CN(C1=CC=CC=C1)CCOC1=NC(=CC(=N1)N1CCOCC1)N1N=C(C=C1)C=1C=C(C=CC1)C